2-(4-(vinylsulfonyl)phenoxy)ethyl methanesulfonate CS(=O)(=O)OCCOC1=CC=C(C=C1)S(=O)(=O)C=C